ethyl stearidonate C(CCCC\C=C/C\C=C/C\C=C/C\C=C/CC)(=O)OCC